C(C)OC(=S)S ethyl-xanthic acid